C(CCCCC(C)C)[O-].[Ti+4].C(CCCCC(C)C)[O-].C(CCCCC(C)C)[O-].C(CCCCC(C)C)[O-] titanium isooctanolate